C(=C)C1=CC=C(COCN2CCCC2)C=C1 1-(4-vinylbenzyloxymethyl)pyrrolidine